C(C)(C)(C)OC(=O)C=1C(=NN(C1)C)NC=1N=C2N(C=CC=C2C(=O)[O-])C1 (4-(tert-butoxycarbonyl)-1-methyl-1H-pyrazol-3-ylamino)imidazo[1,2-a]pyridine-8-carboxylate